4-((2-methoxyethyl)sulfonamido)benzamide COCCS(=O)(=O)NC1=CC=C(C(=O)N)C=C1